1-hexyl 6-bromohexanoate BrCCCCCC(=O)OCCCCCC